methyl (2S)-2-((2-(1-(benzyloxy)ethyl)-4-chloro-6-hydroxyphenyl)sulfonamido)-3-(6-fluoro-2,3-dimethylphenyl)butanoate C(C1=CC=CC=C1)OC(C)C1=C(C(=CC(=C1)Cl)O)S(=O)(=O)N[C@H](C(=O)OC)C(C)C1=C(C(=CC=C1F)C)C